N-(2-(1-((5-(2,4-dioxotetrahydropyrimidin-1(2H)-yl)-2-fluoropyridin-3-yl)methyl)piperidin-4-yl)-6-(2-hydroxypropane-2-yl)-2H-indazol-5-yl)-6-(trifluoromethyl)nicotinamide O=C1N(CCC(N1)=O)C=1C=C(C(=NC1)F)CN1CCC(CC1)N1N=C2C=C(C(=CC2=C1)NC(C1=CN=C(C=C1)C(F)(F)F)=O)C(C)(C)O